2-(3-oxocyclobutyl)acetonitrile O=C1CC(C1)CC#N